Methylene-2-azabicyclo[2.2.2]Octane-3-carboxylic acid C=C1C2C(NC(C1)CC2)C(=O)O